(R)-N-(3-methyl-4-((1-methyl-1H-benzo[d]imidazol-5-yl)oxy)phenyl)-6,6a,7,8,9,10-hexahydropyrazino[1,2-d]pyrimido[5',4':4,5]pyrido[3,2-b][1,4]oxazin-4-amine CC=1C=C(C=CC1OC1=CC2=C(N(C=N2)C)C=C1)NC1=NC=NC2=C1C=1OC[C@@H]3N(C1N=C2)CCNC3